ClC=1C=C2C(=NC=NC2=C(C1C=1C(=CC=C2C=NNC12)C)F)N1C[C@@H](N([C@@H](C1)C)C(C=C)=O)C 1-((2S,6R)-4-(6-chloro-8-fluoro-7-(6-methyl-1H-indazol-7-yl)quinazolin-4-yl)-2,6-dimethyl-piperazin-1-yl)prop-2-en-1-one